C(C)C1=C(C(CC1)=O)CC diethyl-2-cyclopentenone